1-chloro-3-(1-(5-chloro-3-(6-chloropyridin-3-yl)-4-fluoro-2-isopropoxyphenyl)ethyl)imidazo[1,5-a]pyrazin-8-amine ClC=1N=C(N2C1C(=NC=C2)N)C(C)C2=C(C(=C(C(=C2)Cl)F)C=2C=NC(=CC2)Cl)OC(C)C